CC(C)C[O-].CC(C)C[O-].CC(C)C[O-].CC(C)C[O-].CC(C)C[O-].[Ta+5] tantalum pentaisobutoxide